FC1=CC(=C(C=C1C=1C=NC(=NC1)N1CCOCC1)NC(C1=C(C=C(C=C1)O)C(F)(F)F)=O)N1C[C@H](N([C@H](C1)C)C)C |r| N-[4-fluoro-5-(2-morpholin-4-ylpyrimidin-5-yl)-2-[rac-(3R,5S)-3,4,5-trimethylpiperazin-1-yl]phenyl]-4-hydroxy-2-(trifluoromethyl)benzamide